N=1N(N=CC1)C1=C(C=C(C=N1)NC(=O)[C@@H]1CC2(CC2)C2=C1C=NC=1N2N=C(C1)Cl)C(F)(F)F (R)-N-(6-(2H-1,2,3-triazol-2-yl)-5-(trifluoromethyl)pyridin-3-yl)-2-chloro-6,7-dihydrospiro[cyclopenta[e]pyrazolo[1,5-a]pyrimidine-8,1'-cyclopropane]-6-carboxamide